(difluoromethoxy)quinolin FC(OC1=NC2=CC=CC=C2C=C1)F